(S)-6-((5-oxopyrrolidin-2-yl)methoxy)-4-(1H-pyrazol-4-yl)pyrido[3,4-g]isoquinolin-1(2H)-one O=C1CC[C@H](N1)COC1=NC=CC=2C=C3C(=CC12)C(=CNC3=O)C=3C=NNC3